(R)-N-((R)-4-(cyclopropylamino)-3,4-dioxo-1-((S)-2-oxopyrrolidin-3-yl)butan-2-yl)-2-(2-hydroxy-2,2-diphenylacetamido)-4-methylpentanamide C1(CC1)NC(C([C@@H](C[C@H]1C(NCC1)=O)NC([C@@H](CC(C)C)NC(C(C1=CC=CC=C1)(C1=CC=CC=C1)O)=O)=O)=O)=O